4-(Trifluoromethoxy)aniline FC(OC1=CC=C(N)C=C1)(F)F